OCC1=CC=C(O1)C=NO 5-hydroxymethyl-2-furanformaldoxime